tert-butyl N-[2-[2-[2-(2-aminothiazol-4-yl)phenyl]ethylsulfonylamino]ethyl]carbamate NC=1SC=C(N1)C1=C(C=CC=C1)CCS(=O)(=O)NCCNC(OC(C)(C)C)=O